Cl.O1CCC2=C1C(=CC=C2)CNCCC2(CC1(OCC2)CC2CC2C1)C1=NC=CC=C1 N-((2,3-Dihydrobenzofuran-7-yl)methyl)-2-(4'-(pyridin-2-yl)tetrahydrospiro[bicyclo[3.1.0]hexane-3,2'-pyran]-4'-yl)ethylamine hydrochloride